NCC1=CC2=C(N(C(=N2)CN2C(C3(C=4C2=CN=CC4)CC3)=O)CCCCF)C=C1 1'-((5-(aminomethyl)-1-(4-fluorobutyl)-1H-benzo[d]imidazol-2-yl)methyl)spiro[cyclopropane-1,3'-pyrrolo[2,3-c]pyridine]-2'(1'H)-one